C(CCCCCCCCC)(=O)OCC(COC(CCCCCCCCC)=O)(COC(CCCCCCCCC)=O)CN(C)CCN1CCC1 2-(((2-(Azetidin-1-yl)ethyl)(methyl)amino)methyl)-2-((decanoyloxy)methyl)-propane-1,3-diyl bis(decanoate)